5,8-epiminocyclohepta[c]pyridine-10-carboxamide C1=NC=CC2=C1CC1=CC=C2N1C(=O)N